C(CC)C(C(=O)O[C@@H]1[C@H](O[C@H](C1(F)F)N1C(N=C(C=C1)NC(C(CCC)CCC)=O)=O)CO)CCC (2R,3R,5R)-4,4-difluoro-2-(hydroxymethyl)-5-(2-oxo 4-(2-propylpentanamido)-1,2-dihydropyrimidin-1-yl)oxolan-3-yl 2-propylpentanoate